2-(4-Methylpiperazin-1-yl)ethoxyl-2-[4-[4-[(E)-2-(4-pyridyl)vinyl]pyrimidin-2-yl]pyrimidin-2-yl]isoindoline CN1CCN(CC1)CCOC1N(CC2=CC=CC=C12)C1=NC=CC(=N1)C1=NC=CC(=N1)\C=C\C1=CC=NC=C1